8-Hydroxy-5-(4-methylpiperazin-1-yl)-2,3-dihydro-1,4-benzodioxine OC1=CC=C(C2=C1OCCO2)N2CCN(CC2)C